(1R,3R)-N-(4-cyclobutyl-5-(4-fluorophenyl)-1-methyl-1H-pyrazol-3-yl)-3-methylcyclobutane-1-carboxamide C1(CCC1)C=1C(=NN(C1C1=CC=C(C=C1)F)C)NC(=O)C1CC(C1)C